N-methyl-N-(4-methyl-5-sulfamoylthiazol-2-yl)-2-(4-(pyridin-2-yl)phenyl)acetamide Sulfate Salt S(=O)(=O)(O)O.CN(C(CC1=CC=C(C=C1)C1=NC=CC=C1)=O)C=1SC(=C(N1)C)S(N)(=O)=O